[N+](=O)([O-])C1=C(C=C(O)C=C1)O 4-Nitroresorcinol